BrC=1SC=CC1CCCCCC 2-Bromo-3-Hexylthiophene